(3R,4S)-3-cyclopropyl-1-[6-[1-(difluoromethyl)pyrazol-4-yl]pyrrolo[1,2-b]pyridazin-4-yl]-4-methyl-2-oxopyrrolidine-3-carbonitrile C1(CC1)[C@]1(C(N(C[C@H]1C)C=1C=2N(N=CC1)C=C(C2)C=2C=NN(C2)C(F)F)=O)C#N